NC(CC1=CC=C(OC(C(=O)OCC)(C)C)C=C1)=O ethyl 2-(4-(2-amino-2-oxoethyl) phenoxy)-2-methylpropionate